C1(=CC=CC=C1)C=1SC(=C(C1C1=CC=CC=C1)C1=CC=CC=C1)C1=CC=CC=C1 2,3,4,5-tetraphenylthiaole